CON=C(C)C=1C(=NC=CN1)C(C)NC(C1=CC(=CC(=C1)C(F)(F)F)C(F)(F)F)=O N-[1-[3-[N-methoxy-C-methyl-carbonimidoyl]pyrazin-2-yl]ethyl]-3,5-bis(trifluoromethyl)benzamide